C1(CC1)COC1=CC=C(C(=C1COC=1C(=CC(=C(C1)N1ONC2=C(O1)C(=CS2)C(=O)O)F)OC)F)F 3-(5-((6-(cyclopropylmethoxy)-2,3-difluorobenzyl)oxy)-2-fluoro-4-methoxyphenyl)-2,4-dioxa-1,2,3,4-tetrahydrothieno[2,3-d]pyrimidine-5-carboxylic acid